potassium para-chlorom-xylenol ClC1=C(CC(C=C1)(C)O)C.[K]